BrC=1C=CC2=C(N=C(S2)[C@H]2[C@@H](CN(CC2)C(=O)OC(C)(C)C)OC)C1 |r| rac-(3S,4R)-tert-butyl 4-(5-bromobenzo[d]thiazol-2-yl)-3-methoxypiperidine-1-carboxylate